(E)-2-(2-(2-(2,3-dichlorophenylamino)-6-trifluoromethylpyrimidin-4-yloxymethyl)phenyl)-3-methoxyacrylate ClC1=C(C=CC=C1Cl)NC1=NC(=CC(=N1)OCC1=C(C=CC=C1)/C(/C(=O)[O-])=C\OC)C(F)(F)F